N1(CCCCC1)C(=O)NNCC(=O)[O-] 2-(piperidine-1-carbonyl hydrazinyl)acetate